P(=O)(OC(C)=O)(OC(C)=O)[O-].P(=O)(OC(C)=O)(OC(C)=O)[O-].P(=O)(OC(C)=O)(OC(C)=O)[O-] hexaacetyl triphosphate